butyl (4-((((2,2,2-trifluoroethyl)carbamoyl)oxy)methyl)pyridin-2-yl)carbamate FC(CNC(=O)OCC1=CC(=NC=C1)NC(OCCCC)=O)(F)F